1,1-bis(4-hydroxyphenyl)n-nonane OC1=CC=C(C=C1)C(CCCCCCCC)C1=CC=C(C=C1)O